ClC1=NC(=NC=N1)C=1C=C(C2=C(N(C(=N2)[C@@H](C)O)C(C)C)C1)F (R)-1-(6-(4-chloro-1,3,5-triazin-2-yl)-4-fluoro-1-isopropyl-1H-benzo[d]imidazol-2-yl)ethan-1-ol